FC(OC=1C=C(C(=C(C1)O)C=1C=2N(C(=NN1)NC1CC(C1)(C)O)C=CC2)F)F 5-(difluoromethoxy)-3-fluoro-2-(4-{[(1s,3s)-3-hydroxy-3-methylcyclobutyl]amino}pyrrolo[1,2-d][1,2,4]triazin-1-yl)phenol